C1(=CC=CC=C1)C1CCN(CC1)C(=O)[O-] 4-phenyl-piperidine-1-carboxylate